trifluoromethanesulfonic acid (S)-5-fluoro-2-(1-tritylazacyclopropane-2-carbonyl)-1,2-dihydroisoquinolin-4-yl ester FC1=C2C(=CN(CC2=CC=C1)C(=O)C1[N@](C1)C(C1=CC=CC=C1)(C1=CC=CC=C1)C1=CC=CC=C1)OS(=O)(=O)C(F)(F)F